triazolo{1,5-a}pyrimidine N1=NC=C2N1C=CC=N2